5-Bromo-3-chloro-7-methyl-1H-pyrido[2,1-f]pyrimidin-1-one BrC1=CC(=CN2C(N=C(C=C21)Cl)=O)C